NC1=C(C(=O)OC)C=CC(=N1)OCC(C(C(C(F)(F)F)(F)F)(F)F)(F)F methyl 2-amino-6-((2,2,3,3,4,4,5,5,5-nonafluoropentyl)oxy)nicotinate